tert-Butyl 6-(difluoromethoxy)indoline-1-carboxylate FC(OC1=CC=C2CCN(C2=C1)C(=O)OC(C)(C)C)F